F[C@@H]1[C@H]2N([C@@H]([C@@H]1C=C2OS(=O)(=O)C(F)(F)F)C(=O)OC)C(=O)OC(C)(C)C 2-(tert-butyl) 3-methyl (1S,3S,4S,7S)-7-fluoro-6-(((trifluoromethyl)sulfonyl)oxy)-2-azabicyclo[2.2.1]hept-5-ene-2,3-dicarboxylate